2-ethyl-N-(quinolin-8-yl)but-3-enamide C(C)C(C(=O)NC=1C=CC=C2C=CC=NC12)C=C